C(C)(C)(C)OC(=O)N1[C@@H](C[C@H](C1)O)C(=O)O (2s,4R)-1-(tert-butoxycarbonyl)-4-hydroxypyrrolidine-2-carboxylic acid